(3S,4S)-8-(2-((2-chloro-3-(pyridine-3-yl)phenyl)mercapto)pyrimidine-5-yl)-3-methyl-2-oxa-8-azaspiro[4.5]decane-4-amine ClC1=C(C=CC=C1C=1C=NC=CC1)SC1=NC=C(C=N1)N1CCC2([C@@H]([C@@H](OC2)C)N)CC1